N-[1-[3-chloro-5-[6-[2-chloro-5-fluoro-3-(6-oxo-1H-pyridin-3-yl)benzoyl]-2,7-dimethyl-5,7-dihydro-4H-pyrazolo[3,4-c]pyridin-3-yl]phenyl]cyclopropyl]methanesulfonamide ClC=1C=C(C=C(C1)C=1N(N=C2C(N(CCC21)C(C2=C(C(=CC(=C2)F)C2=CNC(C=C2)=O)Cl)=O)C)C)C2(CC2)NS(=O)(=O)C